FC=1C=C(C=CC1)[C@@H]1CC[C@H]2OC3(C(N21)=O)CCN(CC3)C(=O)C=3N=COC3C (5'S,7a'R)-5'-(3-fluorophenyl)-1-(5-methyl-1,3-oxazole-4-carbonyl)tetrahydro-3'H-spiro[piperidine-4,2'-pyrrolo[2,1-b][1,3]oxazol]-3'-one